2-((tert-butoxycarbonyl)amino)-2-(3-chloro-4-fluorophenyl)acetic acid C(C)(C)(C)OC(=O)NC(C(=O)O)C1=CC(=C(C=C1)F)Cl